6-(methoxymethyloxy)-3-methyl-7-(4,4,5,5-tetramethyl-1,3,2-dioxaborolan-2-yl)quinazolin-4(3H)-one COCOC=1C=C2C(N(C=NC2=CC1B1OC(C(O1)(C)C)(C)C)C)=O